BrC=1C(=C2C(=NC1)N(C=N2)C2=NC(SC1=C2C=CC=C1)(C)C)C 4-(6-bromo-7-methyl-3H-imidazo[4,5-b]pyridine-3-yl)-2,2-dimethyl-2H-benzo[e][1,3]thiazine